ClC1=CC=C(C=C1)C(C)(C)C1=CC=C(C=C1)C(C)(C)C1=CC=C(C=C1)Cl 1,4-bis(2-(4-chlorophenyl)propan-2-yl)benzene